4-(N,N-diphenyl)aminobenzaldehyde C1(=CC=CC=C1)N(C1=CC=CC=C1)C1=CC=C(C=O)C=C1